5-[1-(6-methoxypyrimidin-4-yl)-3-(trifluoromethyl)pyrazol-4-yl]-1-methyl-imidazole-2-carboxamide COC1=CC(=NC=N1)N1N=C(C(=C1)C1=CN=C(N1C)C(=O)N)C(F)(F)F